(3'-bromo-5'-chloro-[1,1'-biphenyl]-3-yl)diphenylphosphine oxide BrC=1C=C(C=C(C1)Cl)C1=CC(=CC=C1)P(C1=CC=CC=C1)(C1=CC=CC=C1)=O